C(C)(C)OC1=C(C(=O)N)C=CC=C1 2-isopropoxy-Benzamide